N-(3-(difluoromethyl)-1-(piperidin-4-yl)-1H-pyrazol-4-yl)-5-morpholinopyrazolo[1,5-a]pyrimidine-3-carboxylate FC(C1=NN(C=C1N1CC(=C2N1C=CC(=N2)N2CCOCC2)C(=O)[O-])C2CCNCC2)F